N[C@H](C1=NC2=C(N1)C=CC(=C2F)CN2[C@@H](CCC2)C(=O)OC)C2CCC(CC2)C Methyl (2S)-1-({2-[(S)-amino(4-methylcyclohexyl)methyl]-4-fluoro-1H-benzimidazol-5-yl}methyl)pyrrolidine-2-carboxylate